1,2-Dioleoyloxy-3-(N-methylpiperazino)propane C(CCCCCCC\C=C/CCCCCCCC)(=O)OCC(CN1CCN(CC1)C)OC(CCCCCCC\C=C/CCCCCCCC)=O